4-benzyloxy-1,2-butylene glycol C(C1=CC=CC=C1)OCCC(CO)O